6-amino-N-{2-[3-amino-4-(2-methoxypropoxy)pyrrolidin-1-yl]-4-fluoro-5,6,7,8-tetrahydroquinolin-6-yl}-2-methylthieno[2,3-d][1,3]thiazole-5-carboxamide NC1=C(SC=2N=C(SC21)C)C(=O)NC2CC=1C(=CC(=NC1CC2)N2CC(C(C2)OCC(C)OC)N)F